2-(3-chloro-5-fluorophenyl)-7-(piperazin-1-yl)-4H-pyrido[1,2-a]pyrimidin-4-one ClC=1C=C(C=C(C1)F)C=1N=C2N(C(C1)=O)C=C(C=C2)N2CCNCC2